4-(6-(4-amino-4-methylpiperidin-1-yl)pyridin-3-yl)-6-ethoxypyrazolo[1,5-a]pyridine-3-carbonitrile dihydrochloride Cl.Cl.NC1(CCN(CC1)C1=CC=C(C=N1)C=1C=2N(C=C(C1)OCC)N=CC2C#N)C